7-(3-(6,7-dihydropyrazolo[1,5-a]pyrimidin-4(5H)-yl)-7,8-dihydro-1,6-naphthyridin-6(5H)-yl)-8,9-dimethyl-2-(trifluoromethyl)-4H-pyrimido[1,2-b]pyridazin-4-one N1=CC=C2N1CCCN2C=2C=NC=1CCN(CC1C2)C=2C(=C(C=1N(N2)C(C=C(N1)C(F)(F)F)=O)C)C